BrCC(=O)C1=CNC2=CC=CC(=C12)Br 2-bromo-1-(4-bromo-1H-indol-3-yl)ethan-1-one